5-Isopropyl-3,8-dimethyl-azulen-1-yl-(phenyl)sulfane C(C)(C)C1=CC2=C(C=C(C2=C(C=C1)C)SC1=CC=CC=C1)C